FC(CO)(F)C=1C(=C(C=CC1)[C@@H](C)NC(=O)C1=CN(C(C=C1)=O)C1=C(C(=C(C=C1)OC)OC)F)F N-[(1R)-1-[3-(1,1-difluoro-2-hydroxy-ethyl)-2-fluoro-phenyl]ethyl]-1-(2-fluoro-3,4-dimethoxy-phenyl)-6-oxo-pyridine-3-carboxamide